3-[2-(1-ethylindazol-5-yl)ethynyl]-1-[(3S,5R)-5-(methoxymethyl)-1-(prop-2-enoyl)pyrrolidin-3-yl]-5-(methylamino)pyrazole-4-carboxamide C(C)N1N=CC2=CC(=CC=C12)C#CC1=NN(C(=C1C(=O)N)NC)[C@@H]1CN([C@H](C1)COC)C(C=C)=O